ClC1=C(N=C2N1N=C(C(=C2)Cl)OC2=NC=CN=C2OCC(F)(F)F)C(=O)NC2(CCS(CC2)(=O)=O)C 3,7-dichloro-N-(4-methyl-1,1-dioxo-thian-4-yl)-6-[3-(2,2,2-trifluoroethoxy)pyrazin-2-yl]oxy-imidazo[1,2-b]pyridazine-2-carboxamide